(naphthalen-1-ylsulfonyl)piperidine C1(=CC=CC2=CC=CC=C12)S(=O)(=O)N1CCCCC1